4-(4-(3,8-diazabicyclo-[3.2.1]octan-3-yl)-6-chloro-8-fluoro-2-((hexahydro-pentalen-3a(1H)-yl)meth-oxy)quinazolin-7-yl)benzo-[d]thiazol-2-amine C12CN(CC(CC1)N2)C2=NC(=NC1=C(C(=C(C=C21)Cl)C2=CC=CC1=C2N=C(S1)N)F)OCC12CCCC2CCC1